ethyl 4-((7-ethyl-6-oxo-5,6-dihydro-1,5-naphthyridin-3-yl)methyl)piperazine-1-carboxylate C(C)C=1C(NC=2C=C(C=NC2C1)CN1CCN(CC1)C(=O)OCC)=O